carbon, palladium salt [Pd].[C]